CC1=C(C(=CC=C1)C)NC1=NN(C2=CC(=CC=C12)NC1=CC=CC=C1)CCCN1[C@H](CCC1)COC (R)-N3-(2,6-dimethylphenyl)-1-(3-(2-(methoxymethyl)pyrrolidin-1-yl)propyl)-N6-phenyl-1H-indazole-3,6-diamine